7-(5-(trifluoromethyl)pyrimidin-2-yl)quinazolin-4(3H)-one FC(C=1C=NC(=NC1)C1=CC=C2C(NC=NC2=C1)=O)(F)F